O[C@H](CO)C1=CC=CC(=N1)C1=CC=C(OC2=C(C=C(C#N)C=C2)C(F)(F)F)C=C1 (S)-4-(4-(6-(1,2-dihydroxyethyl)pyridin-2-yl)phenoxy)-3-(trifluoromethyl)benzonitrile